FC(C1=NN(C=C1NC(=O)C=1N=C(SC1)C=1C=NNC1)C(C)C)F N-[3-(difluoromethyl)-1-(1-methylethyl)-1H-pyrazol-4-yl]-2-(1H-pyrazol-4-yl)-1,3-thiazole-4-carboxamide